C(C)N(C1=NC2=CC=CC=C2C(=N1)NC(=O)NC1=CC=CC=C1)CC 1-(2-(Diethylamino)quinazolin-4-yl)-3-phenylurea